methyl-N-[2-[4-[5-(trifluoromethyl)-1,2,4-oxadiazol-3-yl]phenyl]ethyl]serine CN([C@@H](CO)C(=O)O)CCC1=CC=C(C=C1)C1=NOC(=N1)C(F)(F)F